BrC=1C=CC=2N(C1)C(=NN2)C2CC(CCC2)N 3-(6-bromo-[1,2,4]triazolo[4,3-a]pyridin-3-yl)cyclohexanamine